tert-butyl 2-(3'-(3-(2-hydroxy-6-azaspiro[3.4]oct-6-yl) propoxy)-2,2'-dimethyl-[1,1'-biphenyl]-3-yl)-6,7-dihydrothiazolo[4,5-c]pyridine-5(4H)-carboxylate OC1CC2(C1)CN(CC2)CCCOC=2C(=C(C=CC2)C2=C(C(=CC=C2)C=2SC1=C(CN(CC1)C(=O)OC(C)(C)C)N2)C)C